N[C@@H]1[C@@H](OCC12CCN(CC2)C2=NC=C(C=1N2C=CN1)SC1=CC(N(C2=CC=CC=C12)C)=O)C 4-((5-((3S,4S)-4-amino-3-methyl-2-oxa-8-azaspiro[4.5]decan-8-yl)imidazo[1,2-c]pyrimidin-8-yl)thio)-1-methyl-quinolin-2(1H)-one